3,3'-((((3-(2-carboxy-2-(pyrrolidin-3-yl)ethyl)benzyl)azanediyl)bis(methylene))bis([1,1'-biphenyl]-3',3-diyl))bis(2-(pyrrolidin-3-yl)propanoic acid) C(=O)(O)C(CC=1C=C(CN(CC=2C=C(C=CC2)C2=CC(=CC=C2)CC(C(=O)O)C2CNCC2)CC=2C=C(C=CC2)C2=CC(=CC=C2)CC(C(=O)O)C2CNCC2)C=CC1)C1CNCC1